(S)-6-methyl-N-((S)-1-(5-(2-(4-methyl-1H-pyrazol-1-yl)pyrimidin-5-yl)-1H-imidazol-2-yl)-7-oxononyl)-6-azaspiro[2.5]octane-1-carboxamide CN1CCC2(C[C@@H]2C(=O)N[C@@H](CCCCCC(CC)=O)C=2NC(=CN2)C=2C=NC(=NC2)N2N=CC(=C2)C)CC1